[Si](C)(C)(C(C)(C)C)OC1CC=C(CC1)C=1C=NC(=NC1)N 5-{4-[(tert-butyldimethylsilyl)oxy]cyclohex-1-en-1-yl}pyrimidin-2-amine